cumyl-aniline tert-butyl-N-[4-[(3-amino-2-methyl-phenyl)methyl]-3-fluoro-2-pyridinyl]-N-t-butoxycarbonyl-carbamate C(C)(C)(C)OC(N(C(=O)OC(C)(C)C)C1=NC=CC(=C1F)CC1=C(C(=CC=C1)N)C)=O.C(C)(C)(C1=CC=CC=C1)NC1=CC=CC=C1